6,8-Dimethyl-2-[5-(piperidin-4-yl)[1,3]thiazolo[5,4-d][1,3]thiazol-2-yl]imidazo[1,2-a]pyrazin CC=1N=C(C=2N(C1)C=C(N2)C=2SC=1N=C(SC1N2)C2CCNCC2)C